(R)-4-(1-((4-chloro-2,3,5,6-tetrafluorophenyl)sulfonyl)-N-((5-cyclohexylpyrazin-2-yl)methyl)azetidine-2-carboxamido)-2-hydroxybenzoic acid ClC1=C(C(=C(C(=C1F)F)S(=O)(=O)N1[C@H](CC1)C(=O)N(CC1=NC=C(N=C1)C1CCCCC1)C1=CC(=C(C(=O)O)C=C1)O)F)F